8-chloro-3-(3-methylbutanoyl)-2-morpholino-5-nitroquinolin-4(1H)-one ClC=1C=CC(=C2C(C(=C(NC12)N1CCOCC1)C(CC(C)C)=O)=O)[N+](=O)[O-]